NC=1SC(=CN1)C1(CCCCC1)O 1-(2-amino-1,3-thiazol-5-yl)cyclohexan-1-ol